C(C)(C)(C)[S@@](=O)N1[C@H]([C@H]1C1CC1)C(=O)OCC ethyl (2R,3R)-1-((R)-tert-butylsulfinyl)-3-cyclopropylaziridine-2-carboxylate